ClC=1C=C(C=C(C1)Cl)\C(\C)=N\OCC1=C(C=CC=C1C)\C(\C(=O)NC)=N/OC (2E)-2-[2-[[(E)-1-(3,5-dichlorophenyl)ethylideneamino]oxymethyl]-3-methylphenyl]-2-methoxyimino-N-methylacetamide